F[P-](F)(F)(F)(F)F.C(#N)C(C(=O)OCC)N=NO[C+](N1CCOCC1)N(C)C (1-cyano-2-ethoxy-2-oxoethyliminoaminooxy)dimethylamino-morpholino-carbon hexafluorophosphate